N-(2',4'-difluoro-6'-(phenylselanyl)-[1,1'-biphenyl]-2-yl)picolinamide FC1=C(C(=CC(=C1)F)[Se]C1=CC=CC=C1)C1=C(C=CC=C1)NC(C1=NC=CC=C1)=O